[C@@H](C)(CC)OC1=CC(=CC2=C1C(N1[C@@H](CO2)C[C@H](C1)O[Si](C1=CC=CC=C1)(C1=CC=CC=C1)C(C)(C)C)=O)C (2R,11aR)-6-((R)-sec-Butoxy)-2-((tert-butyldiphenylsilyl)oxy)-8-methyl-2,3,11,11a-tetrahydro-1H,5H-benzo[f]pyrrolo[2,1-c][1,4]oxazepin-5-one